2-(2-((2-(3H-imidazo[4,5-c]quinolin-2-yl)ethyl)amino)ethyl)-N-(benzo[f]isoquinolin-2-ylmethyl)oxazole-4-carboxamide N1=C(NC=2C=NC=3C=CC=CC3C21)CCNCCC=2OC=C(N2)C(=O)NCC=2N=CC=1C=CC3=C(C1C2)C=CC=C3